1,3-divinylvinylurea C(=C)C(=C)NC(=O)NC=C